C(CCCCCCC\C=C/CCCCCCCC)(=O)OCCCCCCCCCC decyl oleate